5-Carboxy-4-hexyl-2-cyclohexen C(=O)(O)C1C(C=CCC1)CCCCCC